2-methyl-2-(4-methylphenylsulfonyl)propan-1-one Tert-butyl-3,9-diazaspiro[5.5]undecane-3-carboxylate C(C)(C)(C)OC(=O)N1CCC2(CC1)CCNCC2.CC(C=O)(C)S(=O)(=O)C2=CC=C(C=C2)C